ClC(OC1=CC=C(C=C1)NC(=O)C1=CC2=C(N(C(=N2)CCO)C)C(=C1)C=1C=NC=NC1)(F)F N-(4-(chlorodifluoromethoxy)phenyl)-2-(2-hydroxyethyl)-1-methyl-7-(pyrimidin-5-yl)-1H-benzo[d]Imidazole-5-carboxamide